COC1=CC=C(C(=O)NC=2SC3=C(C2C(=O)O)CCC(C3)(C)C)C=C1 [(4-Methoxybenzoyl)amino]-6,6-dimethyl-5,7-dihydro-4H-benzothiophene-3-carboxylic acid